pimara-7,15-dien-3-ol CC1(C(CCC2(C1CC=C3C2CCC(C3)(C)C=C)C)O)C